N-tert-butyl-8-methoxy-3-oxo-2-phenethyl-4-phenyl-3,5-dihydropyrido[4,3-b]indole-1-carboxamide C(C)(C)(C)NC(=O)C=1N(C(C(=C2NC=3C=CC(=CC3C21)OC)C2=CC=CC=C2)=O)CCC2=CC=CC=C2